FC=1C(=NC(=CC1)N1N=NC=C1)OC1=CC=C(C=C1)C(C)(C)C1=CC=C(OC2CC(C2)NC(OC(C)(C)C)=O)C=C1 tert-butyl ((1r,3r)-3-(4-(2-(4-((3-fluoro-6-(1H-1,2,3-triazol-1-yl)pyridin-2-yl)oxy)benzeneyl)propan-2-yl)phenoxy)cyclobutyl)carbamate